CCC([C@H]1CC[C@H]2[C@@H]3CCC4=CC(CC[C@]4(C)C3=CC[C@]12C)=O)=O methyl-pregna-4,9(11)-diene-3,20-dione